7-bromo-4-fluoro-5H-pyrido[4,3-b]indole BrC=1C=CC=2C3=C(NC2C1)C(=CN=C3)F